FC(N1N=CC=2N(C[C@H](CC21)CNC(C=C)=O)C2=CC=C(C=C2)C(F)(F)F)F |o1:8| (R)- or (S)-N-((1-(difluoromethyl)-4-(4-(trifluoromethyl)phenyl)-4,5,6,7-tetrahydro-1H-pyrazolo[4,3-b]pyridin-6-yl)methyl)acrylamide